2-methylpyridine-4-boronic acid CC1=NC=CC(=C1)B(O)O